ClC=1C=C(C=C(C1)Cl)C=1OC2=C(N1)C=CC(=C2)C(=O)NC2CN(CC2)CC(F)(F)F 2-(3,5-dichlorophenyl)-N-(1-(2,2,2-trifluoroethyl)pyrrolidin-3-yl)benzo[d]oxazole-6-carboxamide